triethylene glycol bis(2-ethyl hexanoate) C(C)C(C(=O)OCCOCCOCCOC(C(CCCC)CC)=O)CCCC